CC=1NC(=C(C1C(C)=O)C1=CC=CC=C1)C=1NC2=C(CN(CC2)C2CCN(CC2)C)N1 1-{2-methyl-5-[5-(1-methylpiperidin-4-yl)-4,5,6,7-tetrahydro-1H-imidazo[4,5-c]pyridin-2-yl]-4-phenyl-1H-pyrrol-3-yl}Ethane-1-one